C(N)(=O)C1=CC=C(OCC=2C3=C(SC2C(=O)OCC)C(=CC=C3F)F)C=C1 Ethyl 3-((4-carbamoylphenoxy)methyl)-4,7-difluorobenzo[b]thiophene-2-carboxylate